N[C@@H](CC1=NC(=CC=C1F)C#N)C1=C(C=CC=C1)C1=NOC2=C1C=CC(=C2)Br (S)-2-{2-Amino-2-[2-(6-bromobenzo[d]isoxazol-3-yl)phenyl]ethyl}-3-fluoropyridine-6-carbonitrile